7-(6-(2-hydroxypropan-2-yl)pyridin-3-yl)-2-oxo-3,4-dihydropyrazino[2,3-b]pyrazin OC(C)(C)C1=CC=C(C=N1)C1=CN=C2C(=N1)NC(CN2)=O